3-(piperidin-1-yl)propionic acid N1(CCCCC1)CCC(=O)O